methyl 2-(bromomethyl)-3-chloro-5-fluorobenzoate BrCC1=C(C(=O)OC)C=C(C=C1Cl)F